COC=1C(=CC(=NC1)C(=O)N)C=CC1CC2(CC2)C1 5-methoxy-4-(2-(spiro[2.3]hex-5-yl)vinyl)picolinamide